t-butyl (2R,4R)-4-((4-chloro-3-(tetrahydro-1H-furo[3,4-c]pyrrol-5(3H)-yl)benzyl)(methyl)amino)-2-methylpiperidine-1-carboxylate ClC1=C(C=C(CN([C@H]2C[C@H](N(CC2)C(=O)OC(C)(C)C)C)C)C=C1)N1CC2C(C1)COC2